2-(4-(cyano)phenyl)-N-methyl-N-phenylacetylene-1-sulfonamide C(#N)C1=CC=C(C=C1)C#CS(=O)(=O)N(C1=CC=CC=C1)C